N[C@H]1CN(C[C@@H](C1)O)C(=O)C1=CC=C2N=CC(=NC2=C1)C=1C=C2C=CN(C(C2=CC1)=O)C 6-(7-(((3R,5R)-3-amino-5-hydroxy-1-piperidinyl)carbonyl)-2-quinoxalinyl)-2-methyl-1(2H)-isoquinolinone